(2S,4R)-N-(6-bromopyridin-2-yl)-4-fluoro-1-(2-(5-(2-methylpyrimidin-5-yl)-3-(2-oxopropyl)-1H-indazol-1-yl)acetyl)pyrrolidine-2-carboxamide BrC1=CC=CC(=N1)NC(=O)[C@H]1N(C[C@@H](C1)F)C(CN1N=C(C2=CC(=CC=C12)C=1C=NC(=NC1)C)CC(C)=O)=O